[Si](C)(C)(C(C)(C)C)OCCCCC=1C(=C(C=CC1)S(=O)(=O)N)C 4-(t-butyldimethylsilyloxy)-butyl-methylbenzenesulfonamide